FC1(CCN(CC1)C(=O)C=1C=C2C=CC=C(C2=CC1)C1=CC2=C(C=N1)C(NC2)=O)F 6-(6-(4,4-difluoropiperidine-1-carbonyl)naphthalen-1-yl)-1,2-dihydro-3H-pyrrolo[3,4-c]pyridin-3-one